2-(4-(4-(aminomethyl)-1-carbonyl-1,2-dihydro-phthalazin-6-yl)-4H-1,2,4-triazol-3-yl)-4-chloro-6-cyclopropyloxy-3-fluorobenzonitrile NCC1=NNC(C2=CC=C(C=C12)N1C(=NN=C1)C1=C(C#N)C(=CC(=C1F)Cl)OC1CC1)=C=O